C1(=C(C=CC=C1)C=1C(=O)NC(C1)=O)C=1C(=O)NC(C1)=O o-phenylenebismaleimide